C1(CC1)C(=O)N1C2CN(CC1CC2)C2=C1C(=NC=C2)NC(=C1)C=1C=NN(C1)C cyclopropyl(3-(2-(1-methyl-1H-pyrazol-4-yl)-1H-pyrrolo[2,3-b]pyridin-4-yl)-3,8-diazabicyclo[3.2.1]octan-8-yl)methanone